4-(2-(5-cyclopropyl-4,7-difluoro-3,3-dimethyl-2-oxoindolin-1-yl)acetamido)-3-(trifluoromethyl)pentanoic acid C1(CC1)C=1C(=C2C(C(N(C2=C(C1)F)CC(=O)NC(C(CC(=O)O)C(F)(F)F)C)=O)(C)C)F